(1R,2R)-2-fluoro-N-{6-[3-({6-[(1R)-1-hydroxypropyl]-4-methylpyridin-3-yl}amino)-1-methylpyrazol-4-yl]pyrimidin-4-yl}cyclopropane-1-carboxamide F[C@H]1[C@H](C1)C(=O)NC1=NC=NC(=C1)C=1C(=NN(C1)C)NC=1C=NC(=CC1C)[C@@H](CC)O